ClC=1C(=CC(=C(C(=O)NS(=O)(=O)CCCOC2=CC(=CC=C2)C(F)(F)F)C1)F)OCC1CCCC1 5-chloro-4-(cyclopentylmethoxy)-2-fluoro-N-((3-(3-(trifluoromethyl)phenoxy)propyl)sulfonyl)benzamide